C(C)(C)(C)OC(=O)N1C2CN(CC1CC2)C2=NC(=NC=C2)Cl 3-(2-chloropyrimidin-4-yl)-3,8-diazabicyclo[3.2.1]octane-8-carboxylic acid tert-butyl ester